8-chloro-4-phenyl-2-(9'-phenyl-3,3'-bi-9H-carbazol-9-yl)-[1]benzofuro[3,2-d]pyrimidine ClC=1C=CC2=C(C1)C=1N=C(N=C(C1O2)C2=CC=CC=C2)N2C1=CC=CC=C1C=1C=C(C=CC21)C=2C=CC=1N(C3=CC=CC=C3C1C2)C2=CC=CC=C2